ClC=1C=C(C=C(C1)NS(=O)(=O)C)NC(=O)C=1SC=C(C1)C1=NC=CC=C1NC(=O)C1CC1 N-(3-chloro-5-(methylsulfonamido)phenyl)-4-(3-(cyclopropanecarboxamido)pyridin-2-yl)thiophene-2-carboxamide